(S,E)-3-(2-(3-(2-cyanoguanidino)benzamido)acetamido)-2-(2,6-dichlorobenzamido)propanoic acid C(#N)/N=C(/NC=1C=C(C(=O)NCC(=O)NC[C@@H](C(=O)O)NC(C2=C(C=CC=C2Cl)Cl)=O)C=CC1)\N